C1(=CC=CC2=CC=CC=C12)[C@H](C)N1CCC(CC1)N(S(=O)(=O)N1CCCC1)CC(=O)NCC(NCC#C)=O (S)-2-(N-(1-(1-(naphthalen-1-yl)ethyl)piperidin-4-yl)pyrrolidine-1-sulfonamido)-N-(2-oxo-2-(prop-2-yn-1-ylamino)ethyl)acetamide